C(#N)C1(CCCC1)C1=CC(=C(C=C1)OC)OC1CCCC1 4-cyano-4-(3-(cyclopentyloxy)-4-methoxyphenyl)cyclopentane